(1-hydroxy-1,4-dimethyl-pentyl)androsta-5-en-3beta-ol OC(CCC(C)C)(C)C[C@@]12CCC[C@H]1[C@@H]1CC=C3C[C@H](CC[C@]3(C)[C@H]1CC2)O